C1=CC=CC=2C3=CC=CC=C3C(C12)COC(=O)N([C@H](C(=O)O)CC(C)C)C (2S)-2-[9H-fluoren-9-ylmethoxycarbonyl(methyl)amino]-4-methylpentanoic acid